1-methyl-2-propylpiperidinium fluoride [F-].C[NH+]1C(CCCC1)CCC